(3-(((1R,4R)-4-Aminocyclohexyl)methyl)-1,2,3-oxadiazol-3-ium-5-yl)((3-((R)-2-oxo-3-phenylpyrrolidin-1-yl)-5-(trifluoromethyl)-phenyl)carbamoyl)amide NC1CCC(CC1)C[N+]1=NOC(=C1)[N-]C(NC1=CC(=CC(=C1)C(F)(F)F)N1C([C@H](CC1)C1=CC=CC=C1)=O)=O